BrC1=CC=CC=2C3(C4=CC=CC=C4C12)C1=CC=CC=C1C(C=1C=CC=CC13)(C)C 4'-bromo-10,10-dimethyl-10H-spiro[anthracene-9,9'-fluorene]